BrC1=C(C=C(C(=C1)OC)OC)OC 1-bromo-2,4,5-trimethoxybenzene